C(C)(C)(C)OC(=O)N1[C@@H](CN[C@H](C1)C)CC.BrC(C(=O)NC=1C=C2C(=C(NC2=CC1)C1=CC(=NC=C1)C)C(C)C)CCBr 2,4-dibromo-N-(3-isopropyl-2-(2-methylpyridin-4-yl)-1H-indol-5-yl)butyramide tert-butyl-(2r,5s)-2-ethyl-5-methylpiperazine-1-carboxylate